C(C)(C)(C)OC(=O)N1C[C@H](CC1)OC1=CC=C(C=C1)C=1C=C2C(N(CC2=C(C1)F)C(C(=O)OCC)C1=C2N(C=N1)CCC2)=O (3S)-3-(4-(2-(1-(6,7-dihydro-5H-pyrrolo[1,2-c]imidazol-1-yl)-2-ethoxy-2-oxoethyl)-7-fluoro-3-oxoisoindolin-5-yl)phenoxy)pyrrolidine-1-carboxylic acid tert-butyl ester